1-benzyl-4-[[1-(tert-butoxycarbonyl)piperidin-4-yl]oxy]pyridin-1-ium C(C1=CC=CC=C1)[N+]1=CC=C(C=C1)OC1CCN(CC1)C(=O)OC(C)(C)C